(S)-10-((benzhydryl)amino)-4-ethyl-8-fluoro-4-hydroxy-11-methyl-1,12-dihydro-14H-pyrano[3',4':6,7]indolizino[2,1-b]quinoline-3,6,14(4H,11H)-trione C(C1=CC=CC=C1)(C1=CC=CC=C1)NC=1C=C(C=C2C(C3=C(N(C12)C)CN1C(C2=C(C=C13)[C@@](C(OC2)=O)(O)CC)=O)=O)F